5-fluoro-4-methoxy-2-methylbenzo[d]isothiazole FC=1C=CC2=C(CN(S2)C)C1OC